N[C@@]1(CN(CC1)C1=C(C=NC=C1C1=CC(=CC(=C1)F)F)C(=O)NCC(C)(F)F)C 4-[(3S)-3-amino-3-methylpyrrolidin-1-yl]-5-(3,5-difluorophenyl)-N-(2,2-difluoropropyl)pyridine-3-carboxamide